C12(CC3CC(CC(C1)C3)C2)CN2N=CC(=C2C)C2=C(C=3N(C=C2)C(=CN3)C3=CC=C(C=C3)NC=3SC2=C(N3)C=CC=C2)C(=O)O 7-(1-(adamantan-1-ylmethyl)-5-methyl-1H-pyrazol-4-yl)-3-(4-(benzo[d]thiazol-2-ylamino)phenyl)imidazolo[1,2-a]pyridine-8-carboxylic acid